2-bromo-1-(1-(fluoromethyl)-2-oxabicyclo[2.2.1]hept-4-yl)ethan-1-one BrCC(=O)C12COC(CC1)(C2)CF